FC1=CC(=NN1)NC1=NC(=C2C=CC=NC2=C1)NC1CC2CCC(C1)N2CCC#N 3-((3-exo)-3-((7-((5-fluoro-1H-pyrazol-3-yl)amino)-1,6-naphthyridin-5-yl)amino)-8-azabicyclo[3.2.1]octan-8-yl)propionitrile